FC(C1=C(C=CC(=N1)C(=O)OCC)OC)F ethyl 6-(difluoromethyl)-5-methoxypyridine-2-carboxylate